1-(2-Hydroxy-5-methoxyphenyl)ethan-1-one OC1=C(C=C(C=C1)OC)C(C)=O